C(#N)CC1=CC=C(CC2=NOC(=C2)C(=O)N)C=C1 3-(4-(cyanomethyl)benzyl)isoxazole-5-carboxamide